C(C)C(C(=O)[O-])(CCCCCCC)CC 2,2-diethylnonanoat